4-methoxyisoquinolin-1(2H)-one COC1=CNC(C2=CC=CC=C12)=O